monoisobutyl-phosphorus C(C(C)C)[P]